NC1=NC(=C2C(=N1)N(N=C2)CC2=CC(=C(C=C2)[N+](=O)[O-])C(F)(F)F)C=2C=C(C#N)C=CC2 3-(6-amino-1-(4-nitro-3-(trifluoromethyl)benzyl)-1H-pyrazolo[3,4-d]pyrimidin-4-yl)benzonitrile